BrCC(C(=O)O)(CC)C 2-(bromomethyl)-2-methylbutanoic acid